CN1N=C(C(=C1C)O)C1=CC=C(C=C1)SC 1,5-Dimethyl-3-(4-(methylthio)phenyl)-1H-pyrazol-4-ol